5-(1-(4-(5-(difluoromethyl)-1,3,4-oxadiazol-2-yl)benzyl)-1H-1,2,3-triazol-4-yl)pyridin-2-amine FC(C1=NN=C(O1)C1=CC=C(CN2N=NC(=C2)C=2C=CC(=NC2)N)C=C1)F